C(C)OC1=C(C(=O)N(CC2=CC(=CC=C2)C=2SC=CN2)C)C=C(C=C1)NC(C(C)C)=O 2-ethoxy-5-isobutyramido-N-methyl-N-(3-(thiazol-2-yl)benzyl)benzamide